C1(=CC=CC=C1)C1=C(C(=NN=N1)C1=C(C=CC=C1)C1=C(C2=C([Se]C3=C2C=CC=C3)C=C1)C1=CC=CC=C1)C1=CC=CC=C1 [(diphenyltriazinyl)phenyl]phenyldibenzoSelenophene